N4-(2-(trifluoromethyl)pyridin-4-yl)-1,3,5-triazine-2,4-diamine FC(C1=NC=CC(=C1)NC1=NC(=NC=N1)N)(F)F